N-(3-((5-(difluoromethyl)-2-((2-ethyl-4-(4-methylpiperazin-1-yl)phenyl)amino)pyridin-4-yl)amino)propyl)cyclobutanecarboxamide FC(C=1C(=CC(=NC1)NC1=C(C=C(C=C1)N1CCN(CC1)C)CC)NCCCNC(=O)C1CCC1)F